2-Fluoro-N-(1-methyl-3-((4-(trifluoromethyl)phenyl)ethynyl)-1H-indol-5-yl)acrylamide FC(C(=O)NC=1C=C2C(=CN(C2=CC1)C)C#CC1=CC=C(C=C1)C(F)(F)F)=C